4-(benzo[d][1,3]dioxolan-5-yl)piperazine-1-carboxylic acid tert-butyl ester C(C)(C)(C)OC(=O)N1CCN(CC1)C1=CC2=C(OCO2)C=C1